propylcarbazone C(CC)NNC(=O)N=N